C(O)C1(COC(OC1)C(CO)(C)C)CC 5-Methylol-5-ethyl-2-(1,1-dimethyl-2-hydroxyethyl)-1,3-dioxane